C(CCC)C1COC=2C(O1)=CSC2 2-butyl-2,3-dihydrothieno[3,4-b]-1,4-dioxine